FC(C=1C=C(C=CC1)NC(=O)C(=O)OCC)(F)F ethyl [[3-(trifluoromethyl)phenyl]carbamoyl]formate